[Zn].[Ca].[In] indium-calcium-zinc